Methyl (E)-5-(3-(3-bromo-2-oxo-5,6-dihydropyridin-1(2H)-yl)-3-oxoprop-1-en-1-yl)-2-methoxybenzoate BrC=1C(N(CCC1)C(/C=C/C=1C=CC(=C(C(=O)OC)C1)OC)=O)=O